BrC1=CC(=NC=C1)NC(=O)CN1CC(N(CC1)C)C(=O)OC methyl 4-{[(4-bromopyridin-2-yl)carbamoyl]methyl}-1-methylpiperazine-2-carboxylate